C(C)(C)(C)OC(=O)N1COC2=C(C1)C=CC=C2C2=C(C=C(C(=C2)F)C(=O)OC)F 8-(2,5-Difluoro-4-methoxycarbonylphenyl)-2,4-dihydro-1,3-benzoxazine-3-carboxylic acid tert-butyl ester